9,10-bis(n-dodecyloxycarbonyloxy)anthracene C(CCCCCCCCCCC)OC(=O)OC=1C2=CC=CC=C2C(=C2C=CC=CC12)OC(=O)OCCCCCCCCCCCC